N-[tris(hydroxymethyl)methyl]-3-aminopropanesulfonic acid, sodium salt [Na+].OCC(NCCCS(=O)(=O)[O-])(CO)CO